C(C)(C)(C)C=1N=C(C2=C(N1)N(N=N2)CC2=NON=C2C)N2C[C@@H](CC2)S=C(C)[O-] S-[(3R)-1-[5-tert-butyl-3-[(4-methyl-1,2,5-Oxadiazol-3-yl) methyl]Triazolo[4,5-d]Pyrimidin-7-yl]Pyrrolidin-3-yl]Thioacetate